(6-hydroxy-3,4-dihydro-2,7-naphthyridin-2(1H)-yl)(4-methyl-1,2-oxazol-5-yl)methanone OC=1C=C2CCN(CC2=CN1)C(=O)C1=C(C=NO1)C